C(C)(C)(C)OC(=O)N1C(C2=CC=CC(=C2C1)Br)=O 4-bromo-1-oxo-1,3-dihydroisoindole-2-carboxylic acid tert-butyl ester